C(=O)(OC(C)(C)C)N1[C@@H](CCC1)CO |r| Boc-DL-Prolinol